C(#N)CCOCCCCCOCCC#N 1,5-bis(2-cyanoethoxy)pentane